(3S)-3-(4-fluorophenyl)-2-(3-methylazetidine-3-carbonyl)-1,2-oxazolidine FC1=CC=C(C=C1)[C@H]1N(OCC1)C(=O)C1(CNC1)C